3-(bromomethyl)styrene tetrakis(2,4-di-tertiary butylphenyl)biphenylenediphosphonite C(C)(C)(C)C1=C(C=CC(=C1)C(C)(C)C)OP(OC1=C(C=C(C=C1)C(C)(C)C)C(C)(C)C)C=1C(=CC=C2C3=CC=CC=C3C12)P(OC1=C(C=C(C=C1)C(C)(C)C)C(C)(C)C)OC1=C(C=C(C=C1)C(C)(C)C)C(C)(C)C.BrCC=1C=C(C=C)C=CC1